C(#N)C1=CC=C(CN2C=NC3=C2C=CC(=C3)C#N)C=C1 1-(4-cyanobenzyl)-1H-benzimidazole-5-carbonitrile